N1-(6-(1-(phenylsulfonyl)-1H-pyrrolo[2,3-b]pyridin-5-yl)pyrimidin-4-yl)benzene-1,3-diamine C1(=CC=CC=C1)S(=O)(=O)N1C=CC=2C1=NC=C(C2)C2=CC(=NC=N2)NC2=CC(=CC=C2)N